2-(2,6-dichlorophenyl)-5-((5-(1-methyl-1H-tetrazol-5-yl)pyridin-2-yl)amino)-2H-1,2,3-triazole-4-carboxamide ClC1=C(C(=CC=C1)Cl)N1N=C(C(=N1)C(=O)N)NC1=NC=C(C=C1)C1=NN=NN1C